(R)-1-(bicyclo[1.1.1]pentan-1-yl)-N-(1-(3-(difluoromethyl)-2-fluorophenyl)ethyl)-4-(((3-methoxybicyclo[1.1.1]pentan-1-yl)methyl)amino)-6-oxo-1,6-dihydropyridine-3-carboxamide C12(CC(C1)C2)N2C=C(C(=CC2=O)NCC21CC(C2)(C1)OC)C(=O)N[C@H](C)C1=C(C(=CC=C1)C(F)F)F